C1=CC=CC=2S(C3=CC=CC=C3NC12)=O Phenothiazine-S-oxide